COC=1C(=C2C=CNC2=C(C1)C)CN1C(CN(CC1)CC#C)C1=CC=C(C(=O)O)C=C1 4-(1-((5-Methoxy-7-methyl-1H-indol-4-yl)methyl)-4-(prop-2-yn-1-yl)piperazin-2-yl)benzoic acid